2-fluoro-1-(3-((3-((6-(trifluoromethyl)pyridin-3-yl)amino)pyrazin-2-yl)oxy)azetidin-1-yl)prop-2-en-1-one FC(C(=O)N1CC(C1)OC1=NC=CN=C1NC=1C=NC(=CC1)C(F)(F)F)=C